COC(CC[C@@H](C)[C@H]1CC[C@H]2[C@@H]3[C@H](C[C@@H]4C[C@@H](CC[C@]4(C)[C@H]3CC[C@]12C)OC(C)=O)O)=O 3α-acetoxy-7β-hydroxy-5β-cholanic acid methyl ester